Dimethylacetamide CC(=O)N(C)C